3-(3-(4-(Chloromethyl)phenyl)-5-(6-(fluoromethoxy-d2)pyridin-3-yl)-3H-imidazo[4,5-b]pyridin-2-yl)pyrazin-2-amine ClCC1=CC=C(C=C1)N1C(=NC=2C1=NC(=CC2)C=2C=NC(=CC2)OC([2H])([2H])F)C=2C(=NC=CN2)N